N1=CNC(C2=C1C=CN=C2)=O pyrido[4,3-d]pyrimidin-4(3H)-one